7,7-diphenyl-7H-12-oxa-indeno[1,2-a]Fluorene C1(=CC=CC=C1)C1(C2=CC=CC=C2C2=C1C=CC=1C=3C=CC=CC3OC21)C2=CC=CC=C2